BrC1=NN(C2=CN=NC(=C21)OC)C 3-bromo-4-methoxy-1-methyl-1H-pyrazolo[3,4-d]Pyridazine